N-(5-chloro-6-(2H-1,2,3-triazol-2-yl)pyridin-3-yl)-5-methyl-1-(quinolin-5-yl)-1H-1,2,3-triazole-4-carboxamide ClC=1C=C(C=NC1N1N=CC=N1)NC(=O)C=1N=NN(C1C)C1=C2C=CC=NC2=CC=C1